3,3'-((4-aminophenyl)-methylene)bis(1H-indol-6-ol) NC1=CC=C(C=C1)C(C1=CNC2=CC(=CC=C12)O)C1=CNC2=CC(=CC=C12)O